CC1=C(C(NC(=C1)C)=O)CNC(=O)C=1C=C(C=C(C1C)C1CC(OCC1)CC)C1=CC=C(C=C1)CN1CCOCC1 N-[(1,2-dihydro-4,6-dimethyl-2-oxo-3-pyridinyl)methyl]-5-[ethyl-(tetrahydro-2H-pyran-4-yl)]-4-methyl-4'-(4-morpholinylmethyl)-[1,1'-biphenyl]-3-carboxamide